N,N'-bis(cyclohexylideneamino)oxamide C1(CCCCC1)=NNC(=O)C(=O)NN=C1CCCCC1